1-amino-2-(3-methoxy-2,6-dimethylphenyl)-4,6-dimethyl-2,8-dihydro-9H-2,3,5,8-tetraazabenzo[cd]azulene-9-one NC=1N(C2=C3C(C(=CNC(C13)=O)C)=NC(=N2)C)C2=C(C(=CC=C2C)OC)C